FC1=C(C(=C(C(=C1[2H])[2H])[2H])[2H])C1=CC(=CN1S(=O)(=O)C=1C=NC=CC1)\C=N/CO (Z)-N-((5-(2-fluoro-3,4,5,6-tetradeuterophenyl)-1-(pyridin-3-ylsulfonyl)-1H-pyrrol-3-yl)methylene)hydroxymethylamine